Cl.C1(=C(C=CC=C1)OCC1CNCC1)C 3-((o-tolyloxy)methyl)pyrrolidine hydrochloride